3-benzoyl-3-methoxycarbonyl-7-diethylaminocoumarin C(C1=CC=CC=C1)(=O)C1(C(OC2=CC(=CC=C2C1)N(CC)CC)=O)C(=O)OC